4-(quinoline-2-yl)benzenesulfonamide N1=C(C=CC2=CC=CC=C12)C1=CC=C(C=C1)S(=O)(=O)N